CN1CCC2CCC=C3C12CCN=C3 (1S,3S)-1-methyl-2,3,4,9-tetrahydropyridino[3,4-h]indol